4-bromo-5-chloro-3,3-dimethyl-1H-pyrrolo[2,3-b]pyridin-2-one BrC1=C2C(=NC=C1Cl)NC(C2(C)C)=O